ClC1=C(C=CC=C1)N1C(N=C(C2=CC=C(C=C12)C1CC1)NCC1=NOC=C1)=O 1-(2-Chlorophenyl)-7-cyclopropyl-4-((isoxazol-3-ylmethyl)amino)quinazolin-2(1H)-one